Methyl 2-[2,6-difluoro-4-(6-hydroxy-2-pyridyl) phenyl]acetate FC1=C(C(=CC(=C1)C1=NC(=CC=C1)O)F)CC(=O)OC